ClC1=C(OC(C(=O)N[C@@H]2[C@H](CNCC2)F)(F)F)C=CC=C1 2-(2-chlorophenoxy)-2,2-difluoro-N-((3S,4S)-3-fluoropiperidin-4-yl)acetamide